C(C)(=O)NC=1C(=NC=C(C1)C1=CC(=CC=C1)C1CC1)C(=O)NCCOCCNCC(=O)N1CCN(CC1)C(C1=C(C=CC(=C1)CC1=NNC(C2=CC=CC=C12)=O)F)=O 3-acetamido-5-(3-cyclopropylphenyl)-N-(2-(2-((2-(4-(2-fluoro-5-((4-oxo-3,4-dihydrophthalazin-1-yl)methyl)benzoyl)piperazin-1-yl)-2-oxoethyl)amino)ethoxy)ethyl)picolinamide